acrylic acid 2-ethylhexyl-acrylate C(C)C(COC(C=C)=O)CCCC.C(C=C)(=O)O